4-(ethyl-(trimethylsilyl)-3,5-difluorophenyl)-6-((3-hydroxy-1,2-oxazol-5-yl)acetyl)-2-methoxymethyl-5,6,7,8-tetrahydro-1,6-naphthyridine-5-carboxamide C(C)C1=C(C(=C(C=C1F)C1=CC(=NC=2CCN(C(C12)C(=O)N)C(CC1=CC(=NO1)O)=O)COC)[Si](C)(C)C)F